Cl.NC1=C2N(C(N(C2=NC=N1)C1CNC1)=O)C1=CC=C(C=C1)OC1=CC=CC=C1 6-amino-9-(azetidin-3-yl)-7-(4-phenoxyphenyl)purin-8-one hydrochloride